CC(C(=O)O)(CC=1C=C(C=CC1)C)C 2,2-dimethyl-3-(m-tolyl)propionic acid